N2-(4-morpholinophenyl)-N4-[2-(4-piperidyl)ethyl]-5-(trifluoromethyl)pyrimidine-2,4-diamine O1CCN(CC1)C1=CC=C(C=C1)NC1=NC=C(C(=N1)NCCC1CCNCC1)C(F)(F)F